N[C@H]1[C@H](CCCC1)C1=C(C2=NC(=CC(=C2S1)NCC=1SC=CC1)Cl)C 2-((1s,2r)-2-aminocyclohexyl)-5-chloro-3-methyl-N-(thiophen-2-ylmethyl)thieno[3,2-b]pyridin-7-amine